FC1(CN(C1)C1CCC(CC1)NC(=O)C1=CC2=C(N(N=C2C)C2CCC(CC2)(F)F)S1)F N-((1r,4r)-4-(3,3-difluoroazetidin-1-yl)cyclohexyl)-1-(4,4-difluorocyclohexyl)-3-methyl-1H-thieno[2,3-c]pyrazole-5-carboxamide